FC=1C=C(C=C(C1)F)C(=CC=O)[2H] 3-(3,5-difluorophenyl)acrolein-3-d